N-(4-(9,9-diphenyl-9H-fluoren-2-yl)phenyl)-N-(4-(phenanthren-2-yl)phenyl)-[1,1'-biphenyl]-4-amine C1(=CC=CC=C1)C1(C2=CC=CC=C2C=2C=CC(=CC12)C1=CC=C(C=C1)N(C1=CC=C(C=C1)C1=CC=CC=C1)C1=CC=C(C=C1)C1=CC=2C=CC3=CC=CC=C3C2C=C1)C1=CC=CC=C1